FC(C=1C=C(CNC2CCC3=CC(=CC=C23)/C=C/C(=O)NO)C=C(C1)C(F)(F)F)(F)F (E)-3-(1-((3,5-bis(trifluoromethyl)benzyl)amino)-2,3-dihydro-1H-inden-5-yl)-N-hydroxyacrylamide